O1C(=CC=C1)C=1C=CC(=C(C1)NC1=NC=NC2=CC(=C(C=C12)OC1CCNCC1)OCCOC)OC 4-((4-((5-(furan-2-yl)-2-methoxyphenyl)amino)-7-(2-methoxyethoxy)quinazolin-6-yl)oxy)piperidin